4-(hydroxymethyl)-3-methoxybenzonitrile OCC1=C(C=C(C#N)C=C1)OC